2-amino-4-chloro-3-fluoro-benzaldehyde NC1=C(C=O)C=CC(=C1F)Cl